C1(CC1)N1N=C(C(=C1)F)[S@](=O)(N)=NC(NC1=C2C(=NC(=C1C)C(F)(F)F)CCC2)=O |o1:9| (S) or (R)-1-cyclopropyl-4-fluoro-N'-((3-methyl-2-(trifluoromethyl)-6,7-dihydro-5H-cyclopenta[b]pyridin-4-yl)carbamoyl)-1H-pyrazole-3-sulfonimidamide